OC=1C(=NC=C(C1)C#C[Si](C)(C)C)C(=O)NCC(C(=O)OCC)(C)C ethyl 3-(3-hydroxy-5-((trimethylsilyl)ethynyl)picolinamido)-2,2-dimethylpropanoate